CN(C(OC(C)(C)C)=O)CC1=C(C=NC=C1)N1CCCC1 tert-butyl N-methyl-N-[(3-pyrrolidin-1-yl-4-pyridyl)methyl]carbamate